C(CCCCCCCCCCCCCCCCCC)C1=C(C=CC=C1)S(=O)(=O)O nonadecyl-benzenesulfonic acid